(2R,4S)-4-[[(2S)-2-aminopropanoyl]amino]-2-(4-boronobutyl)piperidine-2-carboxylic acid N[C@H](C(=O)N[C@@H]1C[C@@](NCC1)(C(=O)O)CCCCB(O)O)C